CC(CC)(C)C Trimethyl-propane